ClC1=C(C=CC(=C1)F)CCN1C[C@@H]([C@@](CC1)(O)C=1C=C(C#N)C=CC1)CN(C)C 3-((3S,4R)-1-(2-chloro-4-fluorophenylethyl)-3-((dimethylamino)methyl)-4-hydroxypiperidin-4-yl)benzonitrile